6-fluoro-4-(2,3-dihydroxypropyl)-3-oxo-3,4-dihydropyrazine-2-formamide FC1=CN(C(C(=N1)C(=O)N)=O)CC(CO)O